(8aS)-2-(3-fluoropyridin-4-yl)-7-(3-[imidazo[1,2-a]pyridin-5-yl]propyl)-octahydropyrrolo[1,2-a]pyrazin-6-one FC=1C=NC=CC1N1C[C@H]2N(CC1)C(C(C2)CCCC2=CC=CC=1N2C=CN1)=O